butyl (2E,4E)-5-(3-ethoxy-4,5-dimethoxyphenyl)penta-2,4-dienoate C(C)OC=1C=C(C=C(C1OC)OC)/C=C/C=C/C(=O)OCCCC